C12CN(CC(CC1)N2)C(=O)C2CCN(CC2)C2=C(C=NC=C2F)C2=NC=1N(C=C2F)N=C(C1C(=O)N)N (4-(4-(3,8-diazabicyclo[3.2.1]octane-3-carbonyl)piperidin-1-yl)-5-fluoropyridin-3-yl)-2-amino-6-fluoropyrazolo[1,5-a]pyrimidine-3-carboxamide